(S)-5-(amino(cyclopentyl)methyl)thiophene-3-carboximidamide hydrochloride Cl.N[C@H](C1=CC(=CS1)C(N)=N)C1CCCC1